CN(C)CC1CN(CCC1(O)C=1C=C(C(=O)N)C=CC1)CC1=CSC=C1 syn-3-[3-[(dimethylamino)methyl]-4-hydroxy-1-[(thiophen-3-yl)methyl]piperidin-4-yl]benzamide